1-chloro-5,7-octadienene ClC=CCCC=CC=C